CC1=NOC(=C1C=1C=C2C(=NC1)N(C=C2C2=CC(=NC=C2)C(=O)O)CC2=NC=CC=C2)C 4-(5-(3,5-dimethylisoxazol-4-yl)-1-(pyridin-2-ylmethyl)-1H-pyrrolo[2,3-b]pyridin-3-yl)picolinic acid